ClC1=C(C=CC=C1OCCCN1CC(CC1)O)C=1C=C(NC2=NSC3=C2C=CC=C3)C=CC1 3-(3-(2-chloro-3-(3-(3-hydroxypyrrolidin-1-yl)propoxy)phenyl)anilino)benzisothiazol